bis(di-t-butylphosphino)3,3'-diacetyl-ferrocene C(C)(C)(C)P(C(C)(C)C)[C-]1C=C(C=C1)C(C)=O.C(C)(=O)C1=C[C-](C=C1)P(C(C)(C)C)C(C)(C)C.[Fe+2]